3-(9-((4-(aminomethyl)-2-iodophenyl)carbamoyl)-4,5-dihydrobenzo[b]thieno[2,3-d]oxepin-8-yl)-6-(propylcarbamoyl)picolinic acid NCC1=CC(=C(C=C1)NC(=O)C1=CC2=C(OCCC3=C2SC=C3)C=C1C=1C(=NC(=CC1)C(NCCC)=O)C(=O)O)I